dibenzyl-4-fluoro-1-(6-methylpyridin-3-yl)pyrrolidin-3-amine C(C1=CC=CC=C1)C1(N(CC(C1N)F)C=1C=NC(=CC1)C)CC1=CC=CC=C1